2-methoxy-N-({4-[(methylcarbamoyl)amino]phenyl}sulphonyl)benzamide COC1=C(C(=O)NS(=O)(=O)C2=CC=C(C=C2)NC(NC)=O)C=CC=C1